CC1=CC=C(C=C1N)C1=CC=C(C(=C1)N)C 4,4'-dimethyl-5,5'-diaminobiphenyl